ClC=1C=C(C=CC1F)NC(N(C)[C@H](C)C1=CN=C(C2=CC=CC=C12)CO)=O (R)-3-(3-chloro-4-fluorophenyl)-1-(1-(1-(hydroxymethyl)isoquinolin-4-yl)ethyl)-1-methylurea